C(C1=CC=CC=C1)C1(CN(CC1)S(=O)(=O)C1=NN(N=C1)C)C=1C=C2C=NN(C2=CC1C)C=1C=CC(NC1)=O 5-(5-(3-benzyl-1-((2-methyl-2H-1,2,3-triazol-4-yl)sulfonyl)pyrrolidin-3-yl)-6-methyl-1H-indazol-1-yl)pyridin-2(1H)-one